COC(C1=CC(=C(C=C1)OC)Br)=O.O1CCN(CC1)C1=C(N=C(S1)C(C)(C)N1CCOCC1)C(=O)NN 5-morpholino-2-(2-morpholinopropan-2-yl)thiazole-4-carbohydrazide Methyl-3-bromo-4-methoxybenzoate